N12C[C@@H](C(CC1)CC2)NC2=C(C=CC=C2)S(=O)(=O)NC2=CC=C1[C@@H]3[C@H](COC1=C2C(=O)O)C3 |&1:23,24| (1aRS,7bSR)-5-{2-[((R)-1-azabicyclo-[2.2.2]oct-3-yl)amino]benzenesulfonyl-amino}-1,1a,2,7b-tetrahydrocyclopropa[c]chromene-4-carboxylic acid